C(C=C)(=O)N1CN2C(COC3=C(C2=O)C=C(C(=C3Cl)C3=CC=C(C=2SC(=C(C23)C#N)N)F)F)C1 4-(2-acryloyl-9-chloro-7-fluoro-5-oxo-2,3,11,11a-tetrahydro-1H,5H-benzo[f]imidazo[5,1-c][1,4]oxazepin-8-yl)-2-amino-7-fluorobenzo[b]thiophene-3-carbonitrile